3-tritylsulfanylpropanal C(C1=CC=CC=C1)(C1=CC=CC=C1)(C1=CC=CC=C1)SCCC=O